BrC1=NN(C2=C1C=NC(=C2)NC(C)=O)C2=NC(=NC(=C2)CC)C(C)(C)F N-(3-bromo-1-(6-ethyl-2-(2-fluoropropan-2-yl)pyrimidin-4-yl)-1H-pyrazolo[4,3-c]pyridin-6-yl)acetamide